4-ethynyl-2-fluoroaniline C(#C)C1=CC(=C(N)C=C1)F